tert-butyl N-{[1-(6-ethylpyridin-3-yl)-1H-1,2,4-triazol-5-yl]methyl}carbamate C(C)C1=CC=C(C=N1)N1N=CN=C1CNC(OC(C)(C)C)=O